5-(morpholino(3-(trifluoromethyl)pyridin-2-yl)methyl)benzo[d]thiazol-4-ol O1CCN(CC1)C(C1=CC=C2C(N=CS2)=C1O)C1=NC=CC=C1C(F)(F)F